8-chloro-2-[4-methyl-2-[3-(methylsulfamoylamino)propoxy]phenyl]chromen-4-one ClC=1C=CC=C2C(C=C(OC12)C1=C(C=C(C=C1)C)OCCCNS(NC)(=O)=O)=O